NCCN(C(CC(=O)N)=O)CCN N,N-bis(2-aminoethyl)malonamide